(2S,4R)-N-[(S)-(5-cyclopropyl-6-fluoropyridin-2-yl)(phenyl)methyl]-4-fluoro-1-[2-(5-oxo-4,5-dihydropyrazin-2-yl)acetyl]pyrrolidine-2-carboxamide C1(CC1)C=1C=CC(=NC1F)[C@@H](NC(=O)[C@H]1N(C[C@@H](C1)F)C(CC=1N=CC(NC1)=O)=O)C1=CC=CC=C1